(9H-fluoren-9-yl)methyl (5-((S)-2-((S)-2-(((2-azidoethoxy)carbonyl)amino)-3-methylbutanamido)-5-ureidopentanamido)-2-(chloromethyl)benzyl)(methyl)carbamate N(=[N+]=[N-])CCOC(=O)N[C@H](C(=O)N[C@H](C(=O)NC=1C=CC(=C(CN(C(OCC2C3=CC=CC=C3C=3C=CC=CC23)=O)C)C1)CCl)CCCNC(=O)N)C(C)C